4-[1-[(3,4-difluorophenyl)methyl]-3-hydroxy-2-oxo-indolin-3-yl]benzenesulfonamide FC=1C=C(C=CC1F)CN1C(C(C2=CC=CC=C12)(O)C1=CC=C(C=C1)S(=O)(=O)N)=O